COC(=O)N1C(C=CC1=O)=O N-methoxycarbonyl-maleimide